1-acryloyl-4-(6-chloro-7-(2-hydroxyphenyl)quinazolin-4-yl)piperazine-2-carbonitrile C(C=C)(=O)N1C(CN(CC1)C1=NC=NC2=CC(=C(C=C12)Cl)C1=C(C=CC=C1)O)C#N